C(C1=CC=CC=C1)N1C=NC2=CC=C(C(=C2C1=O)C)Br 3-Benzyl-6-bromo-5-methylquinazolin-4(3H)-one